4-{[3-methoxy-4-(2-methyl-2H-1,2,3,4-tetrazol-5-yl)pyridin-2-yl]amino}-N-(2H3)methyl-6-propionylaminopyridine-3-carboxamide COC=1C(=NC=CC1C=1N=NN(N1)C)NC1=C(C=NC(=C1)NC(CC)=O)C(=O)NC([2H])([2H])[2H]